tert-butyl ((1R,2R,4R)-4-((2-cyclopropylethyl)(2-(2,6-dioxopiperidin-3-yl)-1-oxoisoindolin-4-yl)amino)-2-fluorocyclohexyl)carbamate C1(CC1)CCN([C@H]1C[C@H]([C@@H](CC1)NC(OC(C)(C)C)=O)F)C1=C2CN(C(C2=CC=C1)=O)C1C(NC(CC1)=O)=O